FC=1C(=C(C=CC1F)NC1=CN=C(C=C1C(=O)NC=1C(=NC(=CC1)OC)C)C(F)(F)F)C 5-((3,4-difluoro-2-methylphenyl)amino)-N-(6-methoxy-2-meth-ylpyridin-3-yl)-2-(tri-fluoromethyl)isonicotinamide